ethyl 4-bromo-7-oxo-1-{[2-(trimethylsilyl)ethoxy]methyl}-6,7-dihydro-1H-pyrrolo[2,3-c]pyridine-2-carboxylate BrC=1C2=C(C(NC1)=O)N(C(=C2)C(=O)OCC)COCC[Si](C)(C)C